C1=CC=CC=2C3=CC=CC=C3C(C12)COC(=O)N1[C@@H](CC1)C(=O)O (S)-1-(((9H-fluoren-9-yl)methoxy)carbonyl)azetidine-2-carboxylic acid